N-((4-chlorophenyl)sulfonyl)-5,5-diphenyl-4,5-dihydro-isoxazole-3-carboxamide ClC1=CC=C(C=C1)S(=O)(=O)NC(=O)C1=NOC(C1)(C1=CC=CC=C1)C1=CC=CC=C1